O=C1NC(CCC1N1C(C2=CC=C(C=C2C1)OC1C(CCCC1)N(C)CC1=CC=C(C#N)C=C1)=O)=O 4-(((2-((2-(2,6-dioxopiperidin-3-yl)-1-oxoisoindolin-5-yl)oxy)cyclohexyl)(methyl)amino)methyl)benzonitrile